C(C)(C)(C)OC(=O)N1C[C@H](N(CC1)C=1C(=NC(=CC1)C(=O)OC)F)C (R)-4-(2-fluoro-6-(methoxycarbonyl)pyridin-3-yl)-3-methylpiperazine-1-carboxylic acid tert-butyl ester